FC1(CCN(CC1)C(CCCCCC[NH-])C=1C=CC=C2C(=NN(C12)C)C1C(NC(CC1)=O)=O)F 7-(4,4-difluoropiperidin-1-yl)-N-(3-(2,6-dioxopiperidin-3-yl)-1-methyl-1H-indazol-7-yl)heptylamide